4-[2-(cyclopropylmethyl)-1,2,3-triazol-4-yl]-7-(4,4,5,5-tetramethyl-1,3,2-dioxaborolan-2-yl)-1-{[2-(trimethylsilyl)ethoxy]methyl}indazole C1(CC1)CN1N=CC(=N1)C1=C2C=NN(C2=C(C=C1)B1OC(C(O1)(C)C)(C)C)COCC[Si](C)(C)C